Cl.NC1=CC=CC=C1 aniline HCl salt